N1=C(C=CC=C1)CCC(=O)O[C@H]1C(OC2=CC3=C(C=C2C1)C=CC(O3)=O)(C)C (R)-2,2-dimethyl-8-oxo-2,3,4,8-tetrahydropyrano[3,2-g]chromen-3-yl 3-(pyridin-2-yl)propanoate